FC=1C=C(C(=O)C2=CNC=3N=C(N=C(C32)N[C@@H]3CN(CC3)C(C=C)=O)NC3=CC=C(C=C3)N3CCN(CC3)C)C=CC1 (S)-1-(3-((5-(3-fluorobenzoyl)-2-((4-(4-methylpiperazin-1-yl)phenyl)amino)-7H-pyrrolo[2,3-d]pyrimidin-4-yl)amino)pyrrolidin-1-yl)propan-2-en-1-one